FC(\C=C/C=1C=C2C=CN(C2=CC1)C(=O)OC(C)(C)C)(F)F tert-Butyl (Z)-5-(3,3,3-trifluoroprop-1-en-1-yl)-1H-indole-1-carboxylate